C1(=CC=CC2=CC=CC=C12)C(C)N1CCC(CC1)N(S(=O)(=O)C)CC(=O)NC(CN)=CC 2-(2-(N-(1-(1-(naphthalen-1-yl)ethyl)piperidin-4-yl)methanesulfonamido)acetamido)but-2-enamine